(phenylpyrimidinyl)(triphenylenyl)terbenzene C1(=CC=CC=C1)C1=NC(=NC=C1)C=1C(=C(C=CC1)C=1C(=CC=CC1)C1=CC=CC=C1)C1=CC=CC=2C3=CC=CC=C3C3=CC=CC=C3C12